1-Piperidinoyl chloride N1(CCCCC1)C(=O)Cl